C(C)(C)OC(=O)C1CC(C1)NC (1S,3s)-3-(methylamino)cyclobutane-1-carboxylic acid isopropyl ester